C1(CC1)CN1C=2C3=CN=C(C(OCC4=CC(=CC=C4N4N=C(C=C4CC2C=N1)C)F)=C3)N 3-(cyclopropylmethyl)-16-fluoro-10-methyl-20-oxa-3,4,11,12,23-pentaazapentacyclo[19.3.1.02,6.08,12.013,18]pentacosa-1(24),2(6),4,8,10,13,15,17,21(25),22-decaen-22-amine